4-(1-{[3-fluoro-7-(4-trifluoromethylbenzyl)pyrrolo[1,2-c]pyrimidine-1-carbonyl]amino}cyclopropyl)benzoic acid FC1=CC=2N(C(=N1)C(=O)NC1(CC1)C1=CC=C(C(=O)O)C=C1)C(=CC2)CC2=CC=C(C=C2)C(F)(F)F